(4-aminopiperidin-1-yl)[5,5-difluoro-1-(2-{cis-4-[(3-methylpyridin-2-yl)oxy]cyclohexyl}ethyl)-4,5,6,7-tetrahydro-1H-indazol-3-yl]methanone NC1CCN(CC1)C(=O)C1=NN(C=2CCC(CC12)(F)F)CC[C@@H]1CC[C@@H](CC1)OC1=NC=CC=C1C